4-nitrophenyl (2-chloroquinolin-3-yl)carbamate ClC1=NC2=CC=CC=C2C=C1NC(OC1=CC=C(C=C1)[N+](=O)[O-])=O